4-[3-(9,9-diphenyl-9H-fluoren-2-yl)-phenyl]-2,6-diphenyl-pyrimidine C1(=CC=CC=C1)C1(C2=CC=CC=C2C=2C=CC(=CC12)C=1C=C(C=CC1)C1=NC(=NC(=C1)C1=CC=CC=C1)C1=CC=CC=C1)C1=CC=CC=C1